(2R,3R,3aS,6S,6aR)-6-((2-amino-3-fluoroquinolin-7-yl)oxy)-2-(4-amino-5-fluoro-7H-pyrrolo[2,3-d]pyrimidin-7-yl)hexahydro-3aH-cyclopenta[b]furan-3,3a-diol NC1=NC2=CC(=CC=C2C=C1F)O[C@H]1CC[C@]2([C@@H]1O[C@H]([C@@H]2O)N2C=C(C1=C2N=CN=C1N)F)O